5-chloro-7,8-dihydro-6H-spiro[[1,3]oxazolo[5,4-f]quinazoline-9,1'-cyclohexane]-7-one ClC=1C=C2C(=C3C1NC(NC31CCCCC1)=O)OC=N2